5-bromo-2-phenyl-1,3,4-thiadiazole BrC1=NN=C(S1)C1=CC=CC=C1